N-(1,3-dimethoxypropan-2-yl)-4-phenethylpiperidine-2-carboxamide COCC(COC)NC(=O)C1NCCC(C1)CCC1=CC=CC=C1